C(C)(C)(C)OC(=O)C(CCNC(C(=C)C)=O)N N-(t-butoxycarbonyl-aminopropyl)methacrylamide